C(C)[NH+](CCC)CC N,N-diethyl-N-2-methylethylammonium